3-(1-methylindol-3-yl)pyridine-2,6-diamine CN1C=C(C2=CC=CC=C12)C=1C(=NC(=CC1)N)N